FCCCCCCCC 1-fluorooctane